FC(OC1=C(C2=CC=CC=C2C=C1)B(O)O)(F)F 2-(TRIFLUOROMETHOXY)NAPHTHALENE-1-BORONIC ACID